borohydride aluminum [Al+3].[BH4-].[BH4-].[BH4-]